2'-(Dicyclohexylphosphaneyl)-N,N-dimethyl-[1,1'-biphenyl]-2-amine C1(CCCCC1)P(C1=C(C=CC=C1)C=1C(=CC=CC1)N(C)C)C1CCCCC1